C(C)O[Si](OCC)(OCC)OCC.[Si](OOCC)(OOCC)(OOCC)OOCC Tetraethoxy silicate Tetraethyl-silicate